C1=CC=CC=2C=3C=CC4=C(C3NC12)C1=CC=CC=C1C4 7,12-dihydroindeno[1,2-a]carbazole